3-chloro-3-methyl-1-(5-((3-oxoisobenzofuran-1(3H)-ylidene)methyl)pyridin-3-yl)indolin-2-one ClC1(C(N(C2=CC=CC=C12)C=1C=NC=C(C1)C=C1OC(C2=CC=CC=C12)=O)=O)C